C(C=C)NN(NCC=C)CCC N,N-diallylaminopropylamine